4,6-dihydroxy-2-propylthio-5-nitropyrimidine OC1=NC(=NC(=C1[N+](=O)[O-])O)SCCC